chloro-2-fluoro-3-isothiocyanatobenzene ClC1=C(C(=CC=C1)N=C=S)F